ClC1=CC(=C(N=N1)OC([2H])([2H])[2H])OC([2H])([2H])[2H] 6-Chloro-3,4-bis[(2H3)methyloxy]pyridazine